(S)-3-(1-aminoethyl)-4-fluorobenzonitrile N[C@@H](C)C=1C=C(C#N)C=CC1F